5-{2'-chloro-5'-methoxy-6-methyl-[4,4'-bipyridine]-3-amido}-1,3,4-thiadiazole-2-carboxylic acid lithium salt [Li+].ClC1=NC=C(C(=C1)C1=C(C=NC(=C1)C)C(=O)NC1=NN=C(S1)C(=O)[O-])OC